ClC=1C=C2C(N(C(=NC2=C(C1)C(C)NC1=C(C(=O)OC)C=CC=C1)N1CCOCC1)CC)=O methyl 2-[1-(6-chloro-3-ethyl-2-morpholino-4-oxo-quinazolin-8-yl)ethylamino]benzoate